OC(C(C(=O)[O-])=O)CC(=O)[O-] hydroxyketoglutarate